6-[[4-Fluoro-2-(trifluoromethyl)phenyl]methyl]-2-azaspiro[3.3]heptane FC1=CC(=C(C=C1)CC1CC2(CNC2)C1)C(F)(F)F